N-[2-(3,3-difluoropyrrolidin-1-yl)-4-(2-fluoro-phenyl)-3-pyridyl]-6,7-dihydro-4H-triazolo[1,5-a]pyrazine-5-carboxamide FC1(CN(CC1)C1=NC=CC(=C1NC(=O)N1CC=2N(CC1)N=NC2)C2=C(C=CC=C2)F)F